FC1(CCN(CC1)CC1=CC=C(C=C1)[C@H](C)NC=1N=CC2=C(N1)N(C(C=C2)=O)CC(CO)(C)C)F 2-{[(1S)-1-{4-[(4,4-Difluoropiperidin-1-yl)methyl]phenyl}ethyl]amino}-8-(3-hydroxy-2,2-dimethylpropyl)pyrido[2,3-d]pyrimidin-7(8H)-on